C(C)(C)(C)C1=NC=C(C=N1)NC(C1=CC(=CC(=C1)OCCOC)N1C=NC=C1)=O N-(2-tert-butylpyrimidin-5-yl)-3-(imidazol-1-yl)-5-(2-methoxyethoxy)benzamide